(4-(oxiran-2-yl)phenyl)-5-(trifluoromethyl)-1,2,4-oxadiazole O1C(C1)C1=CC=C(C=C1)C1=NOC(=N1)C(F)(F)F